C(C)(C)C=1C(=NNC1C=1C=C(C=2N(C1)N=CN2)OC)C2=CN=C(S2)C2CCN(CC2)CCC 5-(4-isopropyl-5-(8-methoxy-[1,2,4]triazolo[1,5-a]pyridin-6-yl)-1H-pyrazol-3-yl)-2-(1-propylpiperidin-4-yl)thiazole